(R)-N-(3-(5-Fluoro-2-(2-fluoro-3-(methylsulfonyl)-phenylamino)pyrimidin-4-yl)-1H-indol-7-yl)-3-methoxy-2-(4-methylpiperazin-1-yl)propanamid FC=1C(=NC(=NC1)NC1=C(C(=CC=C1)S(=O)(=O)C)F)C1=CNC2=C(C=CC=C12)NC([C@@H](COC)N1CCN(CC1)C)=O